[Na+].NCCCCCCC(=O)[O-] 7-aminoheptanoic acid sodium salt